methyl 7-(3,5-dichlorophenyl)-3-(morpholin-4-yl)-1-benzofuran-2-carboxylate ClC=1C=C(C=C(C1)Cl)C1=CC=CC=2C(=C(OC21)C(=O)OC)N2CCOCC2